5-methyl-1H-imidazole-4-carboxylic acid lithium [Li].CC1=C(N=CN1)C(=O)O